FC(=C1C[C@H]2[C@@H]([C@@H]([C@H]1C2)C2(CC(=C(C=C2OC)F)C2=CC(=C(C=C2F)F)C(=O)N)C(=O)N)C(=O)NCC2(CCC2)C)F 3-((1R,2R,3S,4S)-6-(difluoromethylene)-3-(((1-methylcyclobutyl)methyl)aminocarbonyl)bicyclo[2.2.1]hept-2-yl)-4',6,6'-trifluoro-4-methoxy-[1,1'-biphenyl]-3,3'-dicarboxamide